C1(CC1)C=1N=NN(C1)[C@H](C(=O)N1[C@@H](C[C@H](C1)O)C(=O)NCC1(OCCOC1)C1=CC=CC=C1)C(C)(C)C (2S,4r)-1-[(2S)-2-(4-cyclopropyl-triazol-1-yl)-3,3-dimethyl-butyryl]-4-hydroxy-N-[(2-phenyl-1,4-dioxan-2-yl)methyl]pyrrolidine-2-carboxamide